N-(6-amino-5-methyl-3-pyridyl)-2-[2-[4-[2-(dimethylamino)ethyl]phenyl]-5-methyl-1-piperidyl]-2-oxo-acetamide NC1=C(C=C(C=N1)NC(C(=O)N1C(CCC(C1)C)C1=CC=C(C=C1)CCN(C)C)=O)C